N-(cyclohexyl)benzothiazin-4-one sodium [Na].C1(CCCCC1)N1SC2=C(C(C1)=O)C=CC=C2